C1(CCCCC1)C=1C=C(C=C(C1)C1CCCCC1)NC1=C(C=C(C(=O)O)C=C1)OC 4-((3,5-dicyclohexylphenyl)amino)-3-methoxybenzoic acid